OC(COC1=CC=C(C=C1)C(C=CC1=CC=C(C=C1)OC)=O)CN1CCN(CC1)C1=CC=CC=C1 1-(4-(2-Hydroxy-3-(4-phenyl-1-piperazinyl)propoxy)phenyl)-3-(4-methoxyphenyl)-2-propen-1-one